C1(CC(C(CC1)C(C)(C)O)O)C racemic-cis-para-menthane-3,8-diol